Sulfosuccinimidyl 4-(p-maleimidophenyl)butyrate C1(C=CC(N1C1=CC=C(C=C1)CCCC(=O)ON1C(C(CC1=O)S(=O)(=O)O)=O)=O)=O